ClCCN1[C@H](CN(CC1)C1=CC(=NC=N1)C1=NNC2=CC=C(C=C12)OC(C)C)C 3-[6-[(3S)-4-(2-chloroethyl)-3-methyl-piperazin-1-yl]pyrimidin-4-yl]-5-isopropoxy-1H-indazole